[2-(pyridin-4-yl)-1,7-naphthyridin-4-yl]Amino-butan-1-ol N1=CC=C(C=C1)C1=NC2=CN=CC=C2C(=C1)NC(CCC)O